Tert-butyl (S)-4-(6-chloro-8-fluoro-7-(2-fluoro-6-hydroxyphenyl)-2-((3-methoxy-3-oxopropyl)amino)quinazolin-4-yl)piperazine-1-carboxylate ClC=1C=C2C(=NC(=NC2=C(C1C1=C(C=CC=C1O)F)F)NCCC(=O)OC)N1CCN(CC1)C(=O)OC(C)(C)C